C(C)O[Si](CC[Si](OCC)(OCC)OCC)(OCC)OCC 1,2-bistriethoxysilyl-ethane